3-(3-methylsulfonylphenyl)propionic acid CS(=O)(=O)C=1C=C(C=CC1)CCC(=O)O